OC1=C(C=O)C=C(C=C1)C=C1C2CCC(C1=C=O)(C2(C)C)C 2-hydroxy-5-((4,7,7-trimethyl-3-carbonyl-bicyclo[2.2.1]heptan-2-ylidene)methyl)benzaldehyde